BrC1=CC=CC=2C3C(OC21)C3C(=O)N[C@@H](COC)C3=CC=C(C=C3)OCC exo-3-bromo-N-[(1R)-1-(4-ethoxyphenyl)-2-methoxyethyl]-1a,6b-dihydro-1H-cyclopropa[b][1]benzofuran-1-carboxamide